C(CCC)N(C(CBr)=O)CCCC N,N-dibutyl-2-bromoacetamide